3-((1,1-dioxobenzo[d]isothiazol-3-yl)amino)-5-(trifluoromethyl)benzonitrile O=S1(N=C(C2=C1C=CC=C2)NC=2C=C(C#N)C=C(C2)C(F)(F)F)=O